N1=C(C=CC=C1)C1(CCOC2(C1)CCOCC2)CCNC2CCC1=CC=CC=C21 N-(2-(4-(pyridin-2-yl)-1,9-dioxaspiro[5.5]undecan-4-yl)ethyl)-2,3-dihydro-1H-inden-1-amine